((S)-1-(((S)-4-(ethylamino)-3,4-dioxo-1-((S)-2-oxopyrrolidin-3-yl)butan-2-yl)amino)-1-oxohexan-2-yl)carbamic acid C(C)NC(C([C@H](C[C@H]1C(NCC1)=O)NC([C@H](CCCC)NC(O)=O)=O)=O)=O